C(CC)[NH-] propylamide